BrC1=C(C=C(C=C1)S(=O)(=O)N1CCC2(CN(C2)C(CCl)=O)CC1)F 1-(7-((4-Bromo-3-fluorophenyl)sulfonyl)-2,7-diazaspiro[3.5]nonan-2-yl)-2-chloroethan-1-one